[S].C#N hydrogen cyanide sulfur